2-(trimethylsilyloxy)ethylmethacrylate C[Si](OCCOC(C(=C)C)=O)(C)C